4-([1,1'-biphenyl]-3-ylmethyl)-5-isopropyl-2-(4-(trifluoromethyl)phenyl)oxazole C1(=CC(=CC=C1)CC=1N=C(OC1C(C)C)C1=CC=C(C=C1)C(F)(F)F)C1=CC=CC=C1